N-(4-amino-2-cyclopropyl-4-oxobutan-2-yl)-4-chloro-5-cyclopropylpyridinamide NC(CC(C)(C1CC1)NC(=O)C1=NC=C(C(=C1)Cl)C1CC1)=O